FC(CN1N=C(C=C1)C=1C(=CC(=NC1)NC1=NC(=NC=C1)C=1C(=NN(C1)CC(F)(F)F)C)NC1CCC(CC1)(O)C)F (1s,4s)-4-((5-(1-(2,2-Difluoroethyl)-1H-pyrazol-3-yl)-2-((2-(3-methyl-1-(2,2,2-trifluoroethyl)-1H-pyrazol-4-yl)pyrimidin-4-yl)amino)pyridin-4-yl)amino)-1-methylcyclohexan-1-ol